C(C)C=1C(=C(C=CC1CCC)C1=C(C=CC=C1)F)C1=CC=CC=C1 ethylphenyl-2'-fluoro-4-propylbiphenyl